CN1C(C=C(C2=CC=CC=C12)OCCCC(=O)NC1=CC(=CC=C1)C(F)(F)F)=O 4-((1-methyl-2-oxo-1,2-dihydroquinolin-4-yl)oxy)-N-(3-(trifluoromethyl)phenyl)butanamide